F[P-](F)(F)(F)(F)F.N1(N=NC2=C1N=CC=C2)OP(N(C)C)(N(C)C)N(C)C 7-Azabenzotriazol-1-yloxytris(dimethylamino)phosphine hexafluorophosphate